[N+](=O)([O-])C1=CC=C(C=C1)C1(NCCC1)C(=O)OC(C)(C)C t-butyl 2-(4-nitrophenyl)pyrrolidine-2-carboxylate